C(C)OC(C(F)(F)C=1SC(=C(N1)C)OC1=C(C=C(C=C1)N1N=CN(C1=O)CC1=C(C=CC=C1F)F)F)=O 2-(5-(4-(4-(2,6-difluorobenzyl)-5-oxo-4,5-dihydro-1H-1,2,4-triazol-1-yl)-2-fluorophenoxy)-4-methylthiazol-2-yl)-2,2-difluoroacetic acid ethyl ester